3-[(phenylthio)methyl]azetidin-3-ol C1(=CC=CC=C1)SCC1(CNC1)O